C1(O)=CC(O)=CC=C1.[Mg] magnesium resorcinol